C(C)(C)(C)C=1C=CC2=C(C3=CC=CC=C3C=C2C1)OC(=O)C1C(C2C(=CC1C2)C)C(=O)O 3-(tert-butyl)-9-[2-carboxy(3,6-methano-4-methyl-4-cyclohexenyl)]carbonyloxy-anthracene